(7-methoxy-2-(1-methyl-1H-indol-2-yl)-1-((1-(2-methylpyrimidin-4-yl)azetidin-3-yl)methyl)-1H-benzo[d]imidazol-5-yl)methanone COC1=CC(=CC2=C1N(C(=N2)C=2N(C1=CC=CC=C1C2)C)CC2CN(C2)C2=NC(=NC=C2)C)C=O